3-{6-[1-({6-[(S)-3-hydroxy-1-pyrrolidinyl]-2-pyridinyl}methyl)-1H-1,2,3-triazol-4-yl]-2-amino-4-pyrimidinyl}-2-methoxybenzonitrile O[C@@H]1CN(CC1)C1=CC=CC(=N1)CN1N=NC(=C1)C1=CC(=NC(=N1)N)C=1C(=C(C#N)C=CC1)OC